O(P([O-])(=O)OP(=O)([O-])[O-])CC=C(C)CCC=C(C)CCC=C(C)CC\C=C(/C)\CCC=C(C)C geranylfarnesyl pyrophosphate